6-chloro-7-(5,7-dihydro-6H-pyrrolo[3,4-b]pyridin-6-yl)-1-((2-meth-oxypyridin-3-yl)-methyl)-4-oxo-1,4-dihydro-1,8-naphthyridine-3-carboxylic acid ClC=1C=C2C(C(=CN(C2=NC1N1CC2=NC=CC=C2C1)CC=1C(=NC=CC1)OC)C(=O)O)=O